6-bromo-3,4-dihydro-2H-spiro[isoquinoline-1,3'-oxetane] BrC=1C=C2CCNC3(COC3)C2=CC1